2-(Diphenylmethyl)-N-((2-methoxyphenyl)methyl)-1-azabicyclo(2.2.2)octan-3-amine C1(=CC=CC=C1)C(C1N2CCC(C1NCC1=C(C=CC=C1)OC)CC2)C2=CC=CC=C2